tert-butyl 4-[N-(3-chloro-2,4-difluorophenyl)-N-methylcarbamoyl]-2-oxoimidazolidinecarboxylate ClC=1C(=C(C=CC1F)N(C(=O)C1NC(N(C1)C(=O)OC(C)(C)C)=O)C)F